OC1=C(C=CC2=C1CCO2)C2=NN=CC(N2C)=O 3-(4-hydroxy-2,3-dihydrobenzofuran-5-yl)-4-methyl-1,2,4-triazin-5-one